Molybdenum Sulphide Molybdenum [Mo].[Mo]=S